C(CCCC)C1OC(C2=CC=CC=C12)=O 3-pentyl-1(3H)-isobenzofuranone